NCC1=NC=CC(=C1)C=1OC2=C(C1)C(=CC=C2)COC2=C(C=CC=C2)CC(=O)O 2-(2-((2-(2-(aminomethyl)pyridin-4-yl)benzofuran-4-yl)methoxy)phenyl)acetic acid